N1=CSC2=C1C1=C(CN=C2)C=NC(=N1)N 6H-pyrimido[5,4-c][1,3]thiazolo[4,5-e]azepin-9-amine